FC(C=1C=C(C=CC1F)C1=CN=CC(=N1)CN1C(OC[C@H]1C)=O)F (4R)-3-[[6-[3-(Difluoromethyl)-4-fluoro-phenyl]pyrazin-2-yl]methyl]-4-methyl-oxazolidin-2-one